NC=1C=C(C=C2C=C(N=CC12)NC(=O)[C@H]1[C@H](C1)F)C=1C=NNC1C(C)C cis-N-[8-amino-6-(5-isopropyl-1H-pyrazol-4-yl)-3-isoquinolyl]-2-fluoro-cyclopropanecarboxamide